ClC1=NC2=C(C=CN=C2C(=C1)C)OC1CC1 2-chloro-8-cyclopropoxy-4-methyl-1,5-naphthyridine